4-amino-4,6-dideoxymannose N[C@@H]([C@@H]([C@@H](C=O)O)O)[C@H](O)C